FC1=CC=C(/C=C/C=2NC(=C(N2)C2=CC=3C(=NSN3)C=C2)C2=NC(=CC=C2)C)C=C1 (E)-5-(2-(4-fluoro-styryl)-5-(6-methylpyridin-2-yl)-1H-imidazol-4-yl)benzo[c][1,2,5]thiadiazole